5-[2-(3,3-difluoropyrrolidin-1-yl)-4-(2-fluorophenyl)-3-pyridyl]-2-methyl-4H-imidazo[4,5-c]pyrazole FC1(CN(CC1)C1=NC=CC(=C1C=1NC=2C(=NN(C2)C)N1)C1=C(C=CC=C1)F)F